C(C)(CC)NC1=NC(=NC(=C1N)Cl)SCCC N4-(sec-Butyl)-6-chloro-2-(propylthio)pyrimidine-4,5-diamine